N,N'-di-tert-butoxycarbonyl-N'-(4-iodophenyl)guanidine C(C)(C)(C)OC(=O)NC(=N)N(C1=CC=C(C=C1)I)C(=O)OC(C)(C)C